2-(3-acetamidophenyl)acetic acid C(C)(=O)NC=1C=C(C=CC1)CC(=O)O